ClC1=C(C=NN(C1=O)C)N[C@@H]1C[C@@H](CN(C1)C)C1=CC=C(C=C1)CN1CCN(CC1)C=1C=C2C(N(C(C2=CC1F)=O)C1C(NC(CC1)=O)=O)=O 5-[4-[[4-[(3R,5R)-5-[(5-chloro-1-methyl-6-oxo-pyridazin-4-yl)amino]-1-methyl-3-piperidyl]phenyl]methyl]piperazin-1-yl]-2-(2,6-dioxo-3-piperidyl)-6-fluoro-isoindoline-1,3-dione